(1R)-2-(4-(benzo[d]oxazol-2-yl)-5-hydroxy-1-methyl-6-oxo-1,6-dihydropyrimidin-2-yl)-N-(2,3-dihydroxypropyl)-1-(2-fluorophenyl)-N-methyl-1,2,3,4-tetrahydroisoquinoline-7-carboxamide O1C(=NC2=C1C=CC=C2)C=2N=C(N(C(C2O)=O)C)N2[C@H](C1=CC(=CC=C1CC2)C(=O)N(C)CC(CO)O)C2=C(C=CC=C2)F